NCC1=NNC(C2=CC=C(C=C12)C1(CC1)C(=O)N(C1CCCC=2C=CC=NC12)CC1=NC2=CC=CC(=C2C=C1)Br)=O 1-(4-(aminomethyl)-1-oxo-1,2-dihydrophthalazin-6-yl)-N-((5-bromoquinolin-2-yl)methyl)-N-(5,6,7,8-tetrahydroquinolin-8-yl)cyclopropane-1-carboxamide